6-(4-((5-cyclopropyl-3-(2,6-difluorophenyl)isoxazol-4-yl)methoxy)-3,3-difluoropiperidin-1-yl)nicotinonitrile C1(CC1)C1=C(C(=NO1)C1=C(C=CC=C1F)F)COC1C(CN(CC1)C1=NC=C(C#N)C=C1)(F)F